FC(C(=O)O)(F)F.NCC(CN1N=CN(C1=O)CC1=CC=C(S1)C=1C(N(C=CC1)C)=O)=C(F)F [5-[[1-[2-(aminomethyl)-3,3-difluoro-allyl]-5-oxo-1,2,4-triazol-4-yl]methyl]-2-thienyl]-1-methyl-pyridin-2-one trifluoroacetate salt